COC([C@@H](CCC=C)O)=O.[N+](=O)([O-])C1=CC=C(C=C1)S(=O)(=O)O[C@@H](C(=O)OC)CCC=C methyl (2R)-2-[(4-nitrobenzene-1-sulfonyl)oxy]hex-5-enoate methyl-(2R)-2-hydroxyhex-5-enoate